N(=[N+]=[N-])CC(CCCC(C)(C1=CC(=CC=C1)I)C1=CN=C(N1)C=1C=C(OC=2C(=C3C=CNC3=CC2F)/C=C/C(=O)O)C=CC1F)O (E)-3-(5-(3-(5-(7-Azido-6-hydroxy-2-(3-iodophenyl)heptan-2-yl)-1H-imidazol-2-yl)-4-fluorophenoxy)-6-fluoro-1H-indol-4-yl)acrylic acid